4-(2-phenylethoxy)-2-(trifluoromethyl)benzamide methyl-(6-((2-fluoro-4-((((4S*,5S*)-2-methyl-2-azabicyclo[2.2.1]heptan-5-yl)oxy)methyl)benzyl)amino)isoquinolin-1-yl)carbamate CN(C(O)=O)C1=NC=CC2=CC(=CC=C12)NCC1=C(C=C(C=C1)CO[C@@H]1[C@@H]2CN(C(C1)C2)C)F.C2(=CC=CC=C2)CCOC2=CC(=C(C(=O)N)C=C2)C(F)(F)F |o1:25,26|